C([C@@H]([C@@H](CO)O)O)C(=N)C(=O)O The molecule is a hexonic acid derivative that is (4S,5R)-4,5,6-trihydroxyhexanoic acid substituted at position 2 by an imino group. It is a dehydroamino acid, a ketimine and a hexonic acid derivative. It is a tautomer of a (4S,5R)-4,5,6-trihydroxy-2-iminohexanoic acid zwitterion and a (2Z,4S,5R)-2-amino-4,5,6-trihydroxyhex-2-enoic acid.